methyl-2-ethyl-4-[[4-(trifluoromethyl)phenyl]methyl]indazole-3-carboxylic acid CC1=C(C2=C(N(N=C2C=C1)CC)C(=O)O)CC1=CC=C(C=C1)C(F)(F)F